5,6-bis(4-aminophenyloxy)-indene NC1=CC=C(C=C1)OC=1C=C2C=CCC2=CC1OC1=CC=C(C=C1)N